ClC1=C(C(=NO)Cl)C(=CN=C1)Cl 3,5-dichlorio-N-hydroxyisonicotinimidoyl chloride